C1(CCCC1)CN(CCNC(=O)C=1C=C(C(=NC1)C)NC(=O)C=1C=NN2C1C=NC(=C2)C=2C=NN(C2)C)C N-(5-((2-((cyclopentylmethyl)(methyl)amino)ethyl)carbamoyl)-2-methylpyridin-3-yl)-6-(1-methyl-1H-pyrazol-4-yl)pyrazolo[1,5-a]pyrazine-3-carboxamide